C(C)(C)(C)OC(=O)N1[C@H](CCC1)C(=O)O (2R)-1-(tert-butoxycarbonyl)pyrrolidine-2-carboxylic acid